1-(1-(6-Chloro-1-(pyrimidin-5-yl)-1H-indazol-3-yl)ethyl)-3-methyl-1H-pyrazolo[3,4-d]pyrimidin-4-amine ClC1=CC=C2C(=NN(C2=C1)C=1C=NC=NC1)C(C)N1N=C(C=2C1=NC=NC2N)C